N-(4-methylpyridin-2-yl)-3-(4H-1,2,4-triazol-4-yl)benzamide CC1=CC(=NC=C1)NC(C1=CC(=CC=C1)N1C=NN=C1)=O